ClC=1C(=CC(=C(C1)N(C(/C=C/C(=O)OCC)=O)C)F)F ethyl (E)-4-((5-chloro-2,4-difluorophenyl) (methyl) amino)-4-oxobut-2-enoate